C(C)C(=CC(O)(C)CCC=C(C)C)CC ETHYL-(ETHYL-LINALOOL)